1-(2-Bromo-4-chlorophenyl)-1H-1,2,3-triazole-4-carboxamide BrC1=C(C=CC(=C1)Cl)N1N=NC(=C1)C(=O)N